NCCN(CCCN)C N1-(2-aminoethyl)-N1-methylpropan-1,3-diamine